C(C1=CC=CC=C1)N1C(N(C(C(C1=O)=C(N)N)=O)C1CCC(CC1)(C)CN1C2(COC2)C(NC1=O)=O)=O 1-Benzyl-5-(diaminomethylene)-3-((1r,4r)-4-((6,8-dioxo-2-oxa-5,7-diazaspiro[3.4]octan-5-yl)methyl)-4-methylcyclohexyl)pyrimidine-2,4,6(1H,3H,5H)-trione